ClC1=C(C(=O)N2COC3=C(C2)C=CC=C3C3=CC(=C(C(=O)OC)C=C3F)N3C2COCC3CC2)C(=CC(=C1)N1CC(C1)(C)C#N)Cl Methyl 4-[3-[2,6-dichloro-4-(3-cyano-3-methylazetidin-1-yl)benzoyl]-2,4-dihydro-1,3-benzoxazin-8-yl]-5-fluoro-2-(3-oxa-8-azabicyclo[3.2.1]octan-8-yl)benzoate